CC1=CC=C(N=N1)CNC1=NC(=NC2=C1N=C(C=C2)C=2SC(=CN2)C)N2CCN(CC2)C(C)=O 1-(4-(4-(((6-Methylpyridazin-3-yl)methyl)amino)-6-(5-methylthiazol-2-yl)pyrido[2,3]pyrimidin-2-yl)piperazin-1-yl)ethan-1-one